maleimidoundecanhydrazide C1(C=CC(N1C(C(=O)NN)CCCCCCCCC)=O)=O